(2S,4S)-2-(hydroxymethyl)-4-(methoxymethyl)pyrrolidine-1-carboxylic acid tert-butyl ester C(C)(C)(C)OC(=O)N1[C@@H](C[C@@H](C1)COC)CO